CN1CCN(CC1)C1=CC=C(C=N1)NC=1N=C(C2=C(N1)NC=C2)NC=2C=CC=C1CCN(C21)S(=O)(=O)C N2-(6-(4-methylpiperazin-1-yl)pyridin-3-yl)-N4-(1-(methylsulfonyl)indolin-7-yl)-7H-pyrrolo[2,3-d]pyrimidine-2,4-diamine